OC(C)C1=CC=C(C=N1)C1=C(C(=O)O)C=CC=C1 2-[6-(1-hydroxyethyl)pyridin-3-yl]benzoic acid